C1(=CC=CC=C1)C1=C(C(=PC=C1)C1=CC=CC=C1)C1=CC=CC=C1 Triphenylphosphinine